2-(2-Chloro-6-fluorophenyl)-9-(1,3-dimethyl-1H-pyrazol-4-yl)imidazo[2,1-f][1,6]naphthyridine ClC1=C(C(=CC=C1)F)C=1N=C2C=3C=C(C=NC3C=CN2C1)C=1C(=NN(C1)C)C